5-{2-[4-Methoxy-2-(7-methylchinolin-8-sulfonamido)phenyl]ethynyl}pyridin COC1=CC(=C(C=C1)C#CC=1C=CC=NC1)NS(=O)(=O)C=1C(=CC=C2C=CC=NC12)C